5-(hydroxymethyl)-2-cyclopentene OCC1CC=CC1